C1(CC1)C(C1=CC(=NC=C1)NC([C@H](C1CCC(CC1)(F)F)NC(=O)C1=CC=NN1C(C)C)=O)NC(CCC(F)(F)F)=O N-((1S)-2-((4-(cyclopropyl(4,4,4-trifluorobutanamido)methyl)pyridin-2-yl)amino)-1-(4,4-difluorocyclohexyl)-2-oxoethyl)-1-isopropyl-1H-pyrazole-5-carboxamide